(4-bromo-2-(trifluoromethyl)benzyl)carbamic acid tert-butyl ester C(C)(C)(C)OC(NCC1=C(C=C(C=C1)Br)C(F)(F)F)=O